1-((3S,4R)-4-(3,5-difluorophenyl)-1-(2-methoxyethyl)pyrrolidin-3-yl)-3-(3-(methoxymethyl)-4-methyl-1-phenyl-1H-pyrazol-5-yl)urea FC=1C=C(C=C(C1)F)[C@H]1[C@@H](CN(C1)CCOC)NC(=O)NC1=C(C(=NN1C1=CC=CC=C1)COC)C